(3-(neopentyloxy)phenyl)boronic acid C(C(C)(C)C)OC=1C=C(C=CC1)B(O)O